C([O-])([O-])=O.[K+].[K+] Dikalium carbonat